O=C1C[C@@H](CN1)OC(=O)N1CCN(CC1)C1=NC=2N(C=C1)N=CC2C=2C(=NC=CC2)NC2CC2 [(3S)-5-Oxopyrrolidin-3-yl]4-[3-[2-(cyclopropylamino)-3-pyridyl]pyrazolo[1,5-a]pyrimidin-5-yl]piperazine-1-carboxylate